(R)-4-Fluoro-N-((1-(4-(hydroxyamino)-4-oxo-1-(5,6,7,8-tetrahydronaphthalin-2-yl)butan-2-yl)-1H-1,2,3-triazol-4-yl)methyl)benzamid FC1=CC=C(C(=O)NCC=2N=NN(C2)[C@H](CC2=CC=3CCCCC3C=C2)CC(=O)NO)C=C1